N1(C=CC=C1)CC1=CC=C(C(=O)O)C=C1 4-(pyrrol-1-yl-methyl)benzoic acid